C(OCCOOC(C)(C)CC(C)(C)C)([O-])=O t-octylperoxyethyl monocarbonate